C(C)(C)(C)OC(=O)N1[C@@H](C=C(C1)C)C(=O)O (S)-1-(tert-butyloxycarbonyl)-4-methyl-2,5-dihydro-1H-pyrrole-2-carboxylic acid